CC=1CCCC(C1)C=1C(=C(C(=CC1O)CCCCC)S(=O)(=O)N1CCN(CC1)C)O 5'-methyl-3-((4-methylpiperazin-1-yl)sulfonyl)-4-pentyl-1',2',3',4'-tetrahydro-[1,1'-biphenyl]-2,6-diol